OC=1C(NC=NC1CN1C(N([C@H](C1)C1=CC=C(C=C1)C#CC1=CC=C(C=C1)CN1CCOCC1)C(C)C)=O)=O (S)-5-hydroxy-6-((3-isopropyl-4-(4-((4-(morpholinomethyl)phenyl)ethynyl)phenyl)-2-oxoimidazolidin-1-yl)methyl)pyrimidin-4(3H)-one